N-(2-bromo-6-chlorophenyl)-2-{4-[(S)-3-pyrrolidinyl]-3-toluidino}-4-methoxy-5-pyrimidinecarboxamide BrC1=C(C(=CC=C1)Cl)NC(=O)C=1C(=NC(=NC1)NC=1C=C(C=CC1[C@H]1CNCC1)C)OC